C(C)C1=C(C=C(C(=C1F)F)F)C=1C(CC=CC1)(C1=CC=CC=C1)F ethyl-2',3,4,5-tetrafluoro-terphenyl